(2,3,5,6-tetrafluoro-4-methylphenyl)methyl 3-[(Z)-2-chloro-3,3,3-trifluoroprop-1-enyl]-2,2-dimethylcyclopropane-1-carboxylate Cl\C(=C/C1C(C1C(=O)OCC1=C(C(=C(C(=C1F)F)C)F)F)(C)C)\C(F)(F)F